methyl 2-(1-(1-(4-chloro-3-fluorophenyl)-3,3-dimethyl-2,3-dihydro-1H-pyrrolo[3,2-b]pyridine-5-carbonyl)-3-methoxypiperidin-4-yl)acetate ClC1=C(C=C(C=C1)N1CC(C2=NC(=CC=C21)C(=O)N2CC(C(CC2)CC(=O)OC)OC)(C)C)F